CC=1C(=NNC1)C[C@@H](C)C=1C=C(C=CC1)N1CC2=C(C=C(C=C2C1=O)C(=O)O)C(F)(F)F (R)-2-(3-(1-(4-methyl-1H-pyrazol-3-yl)propan-2-yl)phenyl)-3-oxo-7-(trifluoromethyl)isoindoline-5-carboxylic acid